C(C)(C)(C)N1CCC(CC1)N1C2=C(NC(C1=O)=O)C=C(C(=N2)Cl)Cl Tert-Butyl-4-(6,7-dichloro-2,3-dioxo-2,3-dihydropyrido[2,3-b]pyrazin-4(1H)-yl)piperidine